[Ti].C(C)(C)P(C(C)C)CC1=CC=CC2=CC3=CC=CC(=C3N=C12)CP(C(C)C)C(C)C 4,5-bis-(di-isopropylphosphinomethyl)acridine titanium